8-(1-(1-cyclopentylcyanoethyl)pyrazolyl)-N-(3-(1-ethylpiperazin-4-yl)phenyl)quinazolin-2-amine C1(CCCC1)C(CC#N)N1N=C(C=C1)C=1C=CC=C2C=NC(=NC12)NC1=CC(=CC=C1)N1CCN(CC1)CC